chloro-3-iodo-5-methyl-1-(tetrahydro-2H-pyran-2-yl)-1,5-dihydro-4H-pyrazolo[3,4-d]pyrimidin-4-one ClC=1N(C(C2=C(N1)N(N=C2I)C2OCCCC2)=O)C